C(=O)(O)[C@H](CCCC1=CC=C(C=C1)OCCOCCOCC)N1CCN(CCN(CCN(CC1)[C@@H](C(=O)[O-])CO)[C@@H](C(=O)[O-])CO)[C@@H](C(=O)[O-])CO.[Gd+3] gadolinium (2R,2'R,2''R)-2,2',2''-{10-[(1S)-1-carboxy-4-{4-[2-(2-ethoxyethoxy)ethoxy] phenyl}butyl]-1,4,7,10-tetraazacyclododecane-1,4,7-triyl}tris(3-hydroxypropanoate)